CSC1=NC=CC(=N1)C1(CCOCC1)NC(OC(C)(C)C)=O tert-Butyl (4-(2-(methylthio)pyrimidin-4-yl)tetrahydro-2H-pyran-4-yl)carbamate